FC1=C(C=CC=C1)C#CC=1C(=CC2=C(NC(=N2)C2=CC(=C(C(=C2)OC)OC)OC)C1)N1CCN(CC1)C 6-((2-fluorophenyl)ethynyl)-5-(4-methylpiperazin-1-yl)-2-(3,4,5-trimethoxyphenyl)-1H-benzo[d]imidazole